propyl 2-(2-methyl-3-oxocyclopentyl)acetate CC1C(CCC1=O)CC(=O)OCCC